3-{4-[(6-Bromo-2-{4-[4-(2,2-dimethylpropanoyl)piperazin-1-yl]phenyl}-3H-imidazo[4,5-b]pyridin-7-yl)amino]piperidin-1-yl}propanenitrile BrC=1C(=C2C(=NC1)NC(=N2)C2=CC=C(C=C2)N2CCN(CC2)C(C(C)(C)C)=O)NC2CCN(CC2)CCC#N